1-(benzo[d][1,3]dioxol-5-yl)-N-methylpropan-2-amine O1COC2=C1C=CC(=C2)CC(C)NC